C1(=CC=C(C=C1)CN1C(C=CC1=O)=O)CN1C(C=CC1=O)=O N,N'-[(1,4-phenylene)bismethylene]bismaleimide